N-(3-(2-((2-methoxy-6-morpholinylpyridin-3-yl)amino)quinazolin-8-yl)phenyl)acrylamide COC1=NC(=CC=C1NC1=NC2=C(C=CC=C2C=N1)C=1C=C(C=CC1)NC(C=C)=O)N1CCOCC1